ClC=1C=CC(=C(C1)NC(=S)N1CCN(CC1)C1=NC=CC=N1)OC N-(5-chloro-2-methoxyphenyl)-4-(pyrimidin-2-yl)piperazine-1-thiocarboxamide